BrC1=CC=C(C(=C1N)CC1=C(C=CC=C1)F)Cl 6-bromo-3-chloro-2-(2-fluorobenzyl)aniline